N1(CCNCCC1)S(=O)(=O)C1=CC=C(C=C1)S(=O)(=O)NC=1C=CC(=C2C(=CNC12)Cl)Cl 4-((1,4-diazepan-1-yl)sulfonyl)-N-(3,4-dichloro-1H-indol-7-yl)benzenesulfonamide